C(CC)P(OCC)(OCC(F)(F)F)=O ethyl (2,2,2-trifluoroethyl) n-propylphosphonate